pentaerythritol-tetra[3-(3,5-di-tert-butyl-4-hydroxyphenyl) propionate] C(C)(C)(C)C=1C=C(C=C(C1O)C(C)(C)C)CCC(=O)OCC(COC(CCC1=CC(=C(C(=C1)C(C)(C)C)O)C(C)(C)C)=O)(COC(CCC1=CC(=C(C(=C1)C(C)(C)C)O)C(C)(C)C)=O)COC(CCC1=CC(=C(C(=C1)C(C)(C)C)O)C(C)(C)C)=O